1-Methyl-4-(3-(4-methylpiperidin-1-yl)-4-nitrophenyl)piperazine CN1CCN(CC1)C1=CC(=C(C=C1)[N+](=O)[O-])N1CCC(CC1)C